5-bromo-2-(3-chloro-pyridin-2-yl)-2H-pyrazole-3-carboxylic acid [2-bromo-4-chloro-6-(1-cyclopropyl-ethylcarbamoyl)-phenyl]-amide BrC1=C(C(=CC(=C1)Cl)C(NC(C)C1CC1)=O)NC(=O)C=1N(N=C(C1)Br)C1=NC=CC=C1Cl